3-(4-chlorophenyl)-5-((4-methylquinolin-2-yl)methyl)-4,5-dihydroisoxazole ClC1=CC=C(C=C1)C1=NOC(C1)CC1=NC2=CC=CC=C2C(=C1)C